3-fluoropyridinium perfluorobutanesulfonate FC(C(C(C(F)(F)F)(F)F)(F)F)(S(=O)(=O)[O-])F.FC=1C=[NH+]C=CC1